(2R,3R,4R,5S,6R)-2-(4-chloro-3-(4-ethoxybenzyl)phenyl)-6-((2-(2-methoxyethoxy)acetoxy)methyl)tetrahydro-2H-pyran ClC1=C(C=C(C=C1)[C@@H]1O[C@H](CCC1)COC(COCCOC)=O)CC1=CC=C(C=C1)OCC